2-(6-{[(3R,4S)-3-fluoro-2,2,6,6-tetramethylpiperidin-4-yl]oxy}pyridazin-3-yl)-5-(2-methyl-[1,2,4]triazolo[1,5-a]pyridin-6-yl)pyridin-3-ol F[C@@H]1C(NC(C[C@@H]1OC1=CC=C(N=N1)C1=NC=C(C=C1O)C=1C=CC=2N(C1)N=C(N2)C)(C)C)(C)C